t-Butyl (S)-3-(4-(3-cyano-4-(((trifluoromethyl)sulfonyl)oxy)pyrazolo[1,5-a]pyridin-6-yl)-1H-pyrazol-1-yl)pyrrolidine-1-carboxylate C(#N)C=1C=NN2C1C(=CC(=C2)C=2C=NN(C2)[C@@H]2CN(CC2)C(=O)OC(C)(C)C)OS(=O)(=O)C(F)(F)F